(R)-1-(2-((S)-2-Cyanopyrrolidin-1-yl)-2-oxoethyl)-N-(chinolin-4-yl)pyrrolidin-3-carboxamid C(#N)[C@H]1N(CCC1)C(CN1C[C@@H](CC1)C(=O)NC1=CC=NC2=CC=CC=C12)=O